(2R,4S)-rel-2-methyl-4-propyl-1,3-oxathiane C[C@@H]1OCC[C@@H](S1)CCC |o1:1,5|